[I-].C(CCCCC)OC=1C(=NSN1)C1=CCC[N+](C1)(C(CC)OC(CC1=C(C=CC=C1)OC(CC)=O)=O)C 5-(4-(Hexyloxy)-1,2,5-thiadiazol-3-yl)-1-methyl-1-(1-(2-(2-(propionyloxy)phenyl)acetoxy)propyl)-1,2,3,6-tetrahydropyridin-1-ium iodide